Cl.Cl.Cl.N[C@H](C(=O)O)CC1=CC=C(C=C1)OCC(CN1CCC(CC1)=C1C2=C(CCC=3C1=NC=CC3)C=C(C=C2)Cl)O (2S)-2-amino-3-(4-(3-(4-(8-chloro-5,6-dihydro-11H-benzo[5,6]cyclohepta[1,2-b]pyridin-11-ylidene)piperidin-1-yl)-2-hydroxypropoxy)phenyl)propanoic acid tri-hydrochloride salt